N-[2-chloro-5-[(5-cyclopropyloxypyridin-2-yl)carbamoyl]-4-fluorophenyl]-2-methyl-1,3-thiazole-5-carboxamide ClC1=C(C=C(C(=C1)F)C(NC1=NC=C(C=C1)OC1CC1)=O)NC(=O)C1=CN=C(S1)C